CN(C1CCC(CC1)NC(=O)C1=NNC2=CC=C(C=C12)C1=CC(=CC=C1)NC(C=C)=O)C N-[4-(dimethylamino)cyclohexyl]-5-[3-(prop-2-enamido)phenyl]-1H-indazole-3-carboxamide